3-(4-(methylsulfonyl) phenyl)-4-oxobutyrate CS(=O)(=O)C1=CC=C(C=C1)C(CC(=O)[O-])C=O